N-(3,4-dichlorophenyl)-3,4-difluoro-6,7,8,9-tetrahydro-5H-6,9-epiminocyclohepta[c]-pyridine-10-carboxamide ClC=1C=C(C=CC1Cl)NC(=O)N1C2CC3=C(C=NC(=C3F)F)C1CC2